3,5-dimethylbenzimidamide CC=1C=C(C(N)=N)C=C(C1)C